FC1=C(C=CC=C1CN1C(OC2=C(C1)C=CC(=C2)O)=O)NC(OC(C)(C)C)=O tert-butyl N-{2-fluoro-3-[(7-hydroxy-2-oxo-3,4-dihydro-2H-1,3-benzoxazin-3-yl)methyl]phenyl}carbamate